N(=O)N1C2CN(CC1CC2)C(=O)[O-] 8-nitroso-3,8-Diazabicyclo[3.2.1]octane-3-carboxylate